C(#N)[Mn](C#N)(C#N)(C#N)(C#N)C#N.[K] potassium hexacyanomanganese